7-bromo-1-((2-(trimethylsilyl)ethoxy)methyl)-1H-pyrido[2,3-b][1,4]oxazin-2(3H)-one BrC1=CC2=C(OCC(N2COCC[Si](C)(C)C)=O)N=C1